ClC=1C(=NC(=CC1)OC)OCC1NCCC1(C)C 3-chloro-2-((3,3-dimethylpyrrolidin-2-yl)methoxy)-6-methoxypyridine